8-(azetidin-3-yloxy)-5-(5-fluoro-3-pyridyl)-1-tetrahydropyran-2-yl-6-tetrahydropyran-4-yl-pyrazolo[4,3-g]isoquinoline N1CC(C1)OC1=NC(=C(C2=CC3=C(C=C12)N(N=C3)C3OCCCC3)C=3C=NC=C(C3)F)C3CCOCC3